2-chloro-4-(1-piperidylmethyl)pyridine ClC1=NC=CC(=C1)CN1CCCCC1